COC=1C=C(C=CC1OC)/C=C/C(=O)C1=CC(=NC(=C1)OC)OC (E)-3-(3,4-dimethoxyphenyl)-1-(2,6-dimethoxypyridin-4-yl)propan-2-en-1-one